(2R,4R)-N1-(5-chloropyridin-2-yl)-N2-(5-((+)-3-cyclopropyl-1-((R)-1,1-dimethylethylsulfinamido)-1-phenylpropyl)-2-fluorophenyl)-4-methoxypyrrolidine-1,2-dicarboxamide ClC=1C=CC(=NC1)NC(=O)N1[C@H](C[C@H](C1)OC)C(=O)NC1=C(C=CC(=C1)C(CCC1CC1)(C1=CC=CC=C1)N[S@](=O)C(C)(C)C)F